tert-butyl (3R)-4-[2-[[(E)-3-[2-fluoro-4-(trifluoromethyl)phenyl]prop-2-enoyl]amino]acetyl]-3-(3-methyl-1,2,4-oxadiazol-5-yl)piperazine-1-carboxylate FC1=C(C=CC(=C1)C(F)(F)F)/C=C/C(=O)NCC(=O)N1[C@H](CN(CC1)C(=O)OC(C)(C)C)C1=NC(=NO1)C